C1(CC1)N1N=CC(=C1)[C@H]1C=C(CCO1)B1OC(C(O1)(C)C)(C)C |r| 1-cyclopropyl-4-[rac-(6R)-4-(4,4,5,5-tetramethyl-1,3,2-dioxaborolan-2-yl)-3,6-dihydro-2H-pyran-6-yl]pyrazole